(R)-5-{2-[4-(difluoromethoxy)benzenesulfonyl]-2H,4H,5H,6H-pyrrolo[3,4-c]pyrazole-5-carbonyl}-2,3,4,5-tetrahydro-1,4-benzoxazepin-3-one FC(OC1=CC=C(C=C1)S(=O)(=O)N1N=C2C(=C1)CN(C2)C(=O)[C@@H]2NC(COC1=C2C=CC=C1)=O)F